COC(=O)C1CC(N(C1)C)=O methyl-1-methyl-2-oxopyrrolidine-4-carboxylate